ClC=1C=CC(=NC1)[C@@]1(OC2=C(O1)C=CC=C2C2=CC[C@@H](OC2)CC2=NC1=C(N2CC=2N=CSC2)C=C(C=C1F)C(=O)O)C 2-(((R)-5-((S)-2-(5-chloropyridin-2-yl)-2-methylbenzo[d][1,3]dioxol-4-yl)-3,6-dihydro-2H-pyran-2-yl)methyl)-4-fluoro-1-(thiazol-4-ylmethyl)-1H-benzo[d]imidazole-6-carboxylic acid